7-cyclopentyl-5-iodoimidazo[5,1-f][1,2,4]triazin-4(3H)-one C1(CCCC1)C1=NC(=C2C(NC=NN21)=O)I